2-(3-((1s,3s)-3-ethoxy-1-(4-methyl-4H-1,2,4-triazol-3-yl)cyclobutyl)phenyl)-6-(((1-methylcyclobutyl)amino)methyl)-4-(trifluoromethyl)isoindolin-1-one C(C)OC1CC(C1)(C1=NN=CN1C)C=1C=C(C=CC1)N1C(C2=CC(=CC(=C2C1)C(F)(F)F)CNC1(CCC1)C)=O